NCCC[C@H](C(=O)NCCCSC1=NC(=C(C(=N1)OC)NC(=O)C=1OC(=CC1)OC=1C=C2C(CCC2=CC1C)(C)C)OC)NC(OC(C)(C)C)=O tert-butyl (R)-(5-amino-1-((3-((4,6-dimethoxy-5-(5-((3,3,6-trimethyl-2,3-dihydro-1H-inden-5-yl)oxy)furan-2-carboxamido)pyrimidin-2-yl)thio)propyl)amino)-1-oxopentan-2-yl)carbamate